FC(C=1C=C(C=C(C1)C(F)(F)F)[C@@H]1C([C@H]1C(=O)NC=1C=CC(=C(C(=O)NC2=C(C(=C(C=C2)F)NC(C(F)F)=O)F)C1)Cl)(Cl)Cl)(F)F 5-[[(1R,3R)-3-[3,5-bis(trifluoromethyl)phenyl]-2,2-dichloro-cyclopropanecarbonyl]amino]-2-chloro-N-[3-[(2,2-difluoro-acetyl)amino]-2,4-difluoro-phenyl]benzamide